2-Decen CC=CCCCCCCC